erbium sulfate salt S(=O)(=O)([O-])[O-].[Er+3].S(=O)(=O)([O-])[O-].S(=O)(=O)([O-])[O-].[Er+3]